(3R,4R)-1-(cyclopropylsulfonyl)-4-((7-(4-(difluoromethyl)-5-fluoropyridin-2-yl)-5-fluoropyrrolo[2,1-f][1,2,4]triazin-2-yl)amino)piperidin-3-ol C1(CC1)S(=O)(=O)N1C[C@H]([C@@H](CC1)NC1=NN2C(C=N1)=C(C=C2C2=NC=C(C(=C2)C(F)F)F)F)O